FC(C=1C=C(C=C(C(=O)O)C1)C(=O)O)(F)F 5-(trifluoromethyl)isophthalic acid